rac-4-Amino-3-(((7-(fluoromethyl)-1,4-dioxaspiro[4.5]decan-7-yl)methyl)amino)benzonitrile NC1=C(C=C(C#N)C=C1)NC[C@@]1(CC2(OCCO2)CCC1)CF |r|